FC=1C=C(C=CC1F)NC(=O)NC1=C(C(=CC=C1)C(=O)C=1C=C2N=C(C=NC2=CC1)N1CCCC1)F 1-(3,4-difluorophenyl)-3-(2-fluoro-3-(3-(pyrrolidin-1-yl)quinoxaline-6-carbonyl)phenyl)urea